N-methyl-N'-propylurea CNC(=O)NCCC